OC=C1[C@@H](CC2=C(C(=C(O2)C(=O)OCC)C(F)(F)F)C1=O)C |r| ethyl (±)-5-(hydroxymethylidene)-6-methyl-4-oxo-3-(trifluoromethyl)-4,5,6,7-tetrahydro-1-benzofuran-2-carboxylate